methyl-10-undecenoic acid CC(C(=O)O)CCCCCCCC=C